BrC1=NN(C2=NC=NC(=C21)N)C(C)C 3-bromo-1-isopropyl-1H-pyrazolo[3,4-d]pyrimidin-4-amine